4-amino-N-(2-(3,4-dimethoxyphenyl)-3-isopropyl-1H-indol-5-yl)butanamide NCCCC(=O)NC=1C=C2C(=C(NC2=CC1)C1=CC(=C(C=C1)OC)OC)C(C)C